para-isocyanatocyclohexylmethane N(=C=O)C1CCC(CC1)C